(R)-5-(7,8-Dimethyl-[1,2,4]triazolo[1,5-a]pyridin-6-yl)-6-isopropyl-1-(1-propylpiperidin-3-yl)-1,3-dihydro-2H-benzo[d]imidazol-2-on CC1=C(C=2N(C=C1C1=CC3=C(N(C(N3)=O)[C@H]3CN(CCC3)CCC)C=C1C(C)C)N=CN2)C